(5aR,5bS,7aS,8S,10aS,10bR)-5a,7a-dimethyl-2-((3-(trifluoromethyl)phenyl)amino)-5,5a,5b,6,7,7a,8,9,10,10a,10b,11-dodecahydro-4H-cyclopenta[7,8]phenanthro[2,1-d]thiazol-8-ol C[C@@]12CCC=3N=C(SC3C2=CC[C@H]2[C@H]3[C@](CC[C@H]12)([C@H](CC3)O)C)NC3=CC(=CC=C3)C(F)(F)F